4-[[5-fluoro-4-(8-fluoro-4-isopropyl-2,3-dihydro-1,4-benzoxazin-6-yl)pyrimidin-2-yl]amino]benzenesulfonyl chloride FC=1C(=NC(=NC1)NC1=CC=C(C=C1)S(=O)(=O)Cl)C=1C=C(C2=C(N(CCO2)C(C)C)C1)F